1-(6-chloronaphthalen-2-yl)-2-(4-(2,5-dichlorophenyl)piperazin-1-yl)propane ClC=1C=C2C=CC(=CC2=CC1)CC(C)N1CCN(CC1)C1=C(C=CC(=C1)Cl)Cl